N1C=C(C2=CC=CC=C12)CCN(CCO)C1=NC(=NC2=C1OCCN2)C2=CN=C(S2)C 2-[2-(1H-indol-3-yl)ethyl-[2-(2-methylthiazol-5-yl)-7,8-dihydro-6H-pyrimido[5,4-b][1,4]oxazin-4-yl]amino]ethanol